(S)-1-((2-(trifluoromethyl)phenyl)sulfonyl)piperidine-3-carboxylic acid FC(C1=C(C=CC=C1)S(=O)(=O)N1C[C@H](CCC1)C(=O)O)(F)F